C1(CCCC1)C(O)C1=CC(=CC=C1)F cyclopentyl-(3-fluorophenyl)methanol